C(C)(C)(C)OC(=O)N1CCC(CC1)CC1=CC=C(C=C1)Br 4-(4-Bromobenzyl)piperidine-1-carboxylic acid tert-butyl ester